[Li].C(C1=CC=CC=C1)OC(CCCCC(=O)NCCO[C@@H]1[C@@H](O)[C@@H](O[C@@H]2[C@@H](O)[C@@H](O)[C@H](O)[C@H](O2)CO)[C@H](O)[C@H](O1)CO[C@@H]1[C@@H](O)[C@@H](O)[C@H](O)[C@H](O1)CO)=O.BrC1=CC=C(C=C1)N1NC(CC1)=O 1-(4-bromophenyl)pyrazolidin-3-one benzyl-6-({2-[(α-D-mannopyranosyl-(1-3)-[α-D-mannopyranosyl-(1→6)]-α-D-mannopyranosyl)oxy]ethyl}amino)-6-oxohexanoate lithium